Cl.C(C)(C)(C)N[C@@H]([C@@H](C)CC)C(=O)O tert-butyl-isoleucine hydrochloride